acetonitrile C(C)#N